pyridin-2-yl-N-(1-(2-(4-methoxybenzyloxy)-pyridin-3-yl)ethyl)imidazole N1=C(C=CC=C1)C=1N(C=CN1)C(C)C=1C(=NC=CC1)OCC1=CC=C(C=C1)OC